C1(CC1)C1=CC=C(C(=N1)N[C@@H]1CC(CC1)O[Si](CC)(CC)CC)C#N |r| 6-cyclopropyl-2-[[rac-(1S)-3-triethylsiloxycyclopentyl]amino]pyridine-3-carbonitrile